BrC=1C=C2C(OCC=3C=C(N=CC3C=3C(=CC(=C(NS(C(C1O)=C2)(=O)=O)C3)OC)F)OC(F)F)=O 13-Bromo-5-(difluoromethoxy)-21-fluoro-14-hydroxy-19-methoxy-16,16-dioxo-9-oxa-16λ6-thia-4,17-diazatetracyclo[16.3.1.111,15.02,7]tricosa-1(22),2(7),3,5,11,13,15(23),18,20-nonaen-10-one